C12(CC3CC(CC(C1)C3)C2)CN2CCC3(C(C3)CNC=3N=NC(=CC3)C=3C(=NN(C3)C)C)CC2 N-[[6-(1-adamantylmethyl)-6-azaspiro[2.5]octan-2-yl]methyl]-6-(1,3-dimethylpyrazol-4-yl)pyridazin-3-amine